di[(isopropoxycarbonyl)oxy]methoxyphosphinic acid C(C)(C)OC(=O)OC(OP(O)=O)OC(=O)OC(C)C